1-(4-(3-hydroxypropoxy)-3-methylphenyl)-3-(4-isopropyl-2-(4-methoxyphenyl)thiazol-5-yl)propan-1-one OCCCOC1=C(C=C(C=C1)C(CCC1=C(N=C(S1)C1=CC=C(C=C1)OC)C(C)C)=O)C